C(=O)(OC(C)(C)C)N[C@H](CCC(N)=O)C(=O)O Boc-D-glutamine